2-(2-(5-cyclopropyl-3-(3,5-dichloropyridin-4-yl)isoxazol-4-yl)-7-azaspiro[3.5]non-1-en-7-yl)-7-(trifluoromethyl)quinoline-5-carboxylic acid C1(CC1)C1=C(C(=NO1)C1=C(C=NC=C1Cl)Cl)C1=CC2(C1)CCN(CC2)C2=NC=1C=C(C=C(C1C=C2)C(=O)O)C(F)(F)F